2-(4-fluorophenyl)-3-(3-methyl-1H-pyrrolo[2,3-b]pyridin-4-yl)-6,7-dihydropyrazolo[1,5-a]pyrazin FC1=CC=C(C=C1)C1=NN2C(C=NCC2)=C1C1=C2C(=NC=C1)NC=C2C